NCC=1C=C(CC=2N=C3C(=NC(=NN3C2)OCCCC)N)C=CC1 (3-(aminomethyl)benzyl)-2-butoxyimidazo[2,1-f][1,2,4]triazin-4-amine